1-(3-aminopropyl)-1,1,3,3,3-pentaethoxy-1,3-disilapropane NCCC[Si](C[Si](OCC)(OCC)OCC)(OCC)OCC